C(=O)C=1C(=NC=CC1NC(OC(C)(C)C)=O)C=1C=NC(=CC1OC)C(F)(F)F tert-butyl [3-formyl-4'-methoxy-6'-(trifluoromethyl)[2,3'-bipyridin]-4-yl]carbamate